FC1(C(C2=C(C=CC(=C2C1)OCC1CC(C1)OC)SC(F)(F)F)=O)F 2,2-difluoro-4-((3-methoxycyclobutyl)methoxy)-7-(trifluoromethylthio)-2,3-dihydro-1H-inden-1-one